O[C@@H]1C(=C[C@H]([C@@H]1O)N1C(NC(C=C1)=O)=O)C 1-((1R,4R,5S)-4,5-dihydroxy-3-methylcyclopent-2-en-1-yl)pyrimidine-2,4(1H,3H)-dione